C(#C)C1=CC=CC=2N(C(N(C21)C)=O)N2C(CCCC2=O)=O (4-ethynyl-3-methyl-2-oxo-1,3-benzodiazol-1-yl)piperidine-2,6-dione